2-amino-4-(azidomethyl)-1-(3-methoxy-2,6-dimethylphenyl)-5,6-dimethyl-1H-pyrrolo[2,3-b]pyridine-3-carboxylic acid methyl ester COC(=O)C1=C(N(C2=NC(=C(C(=C21)CN=[N+]=[N-])C)C)C2=C(C(=CC=C2C)OC)C)N